N1NC=CC2=CC=CC=C12 dihydro-1,2-naphthyridine